3,4-dihydro-2H-benzo[b][1,4]oxazine-7-carbonitrile O1C2=C(NCC1)C=CC(=C2)C#N